(±)-1-Fluoro-N-(5-phenyl-1,3,4-thiadiazol-2-yl)-6,7,8,9-tetrahydro-5H-5,8-epiminocyclohepta[c]pyridine-10-carboxamide FC1=NC=CC2=C1CC1CCC2N1C(=O)NC=1SC(=NN1)C1=CC=CC=C1